C(C)C=1SC(=C(N1)C)CC 2,5-diethyl-4-methyl-1,3-thiazole